Cl.NC1=NNC=2C=CC=NC21 aminopyrazolopyridine hydrochloride